C(C)(=O)N1CCN(CC1)C1=CC(=NC=C1)N1N=CC(=C1)C(=O)NC1=CC(=CC(=C1)NS(=O)(=O)C)Cl 1-[4-(4-acetylpiperazin-1-yl)pyridin-2-yl]-N-(3-chloro-5-methanesulfonamidophenyl)-1H-pyrazole-4-carboxamide